N=1C=NN2C1C=C(C=C2)ONC2=CC(=CC=C2)C ([1,2,4]triazolo[1,5-a]pyridin-7-oxy)-3-methylaniline